ClC1=C(C(=NN1)C)C1=CC(=C2C=C(C(=CN2C1=O)F)C1=NN(C(=N1)C(C)(C)O)C)C(C)C 3-(5-Chloro-3-methyl-1H-pyrazol-4-yl)-7-fluoro-8-(5-(2-hydroxypropan-2-yl)-1-methyl-1H-1,2,4-triazol-3-yl)-1-isopropyl-4H-quinolizin-4-one